C(C1=CC=CC=C1)OC(=O)N1CC(C1)S(=O)(=O)Cl 3-(chlorosulfonyl)azetidine-1-carboxylic acid benzyl ester